ClC(CC1=CC=C(C=C1)F)C1=CC=CC=C1 2-chloro-1-(4-fluorophenyl)-2-phenylethane